tert-butyl N-[14-({6-[(4-{[2-methoxy-3-(pyrimidin-2-yl)phenyl]amino}-5-(methylcarbamoyl)pyridin-2-yl)amino]pyridin-3-yl}formamido)-3,6,9,12-tetraoxatetradecan-1-yl]carbamate COC1=C(C=CC=C1C1=NC=CC=N1)NC1=CC(=NC=C1C(NC)=O)NC1=CC=C(C=N1)C(=O)NCCOCCOCCOCCOCCNC(OC(C)(C)C)=O